maleimidocarbon C1(C=CC(N1[C])=O)=O